(1S,2S)-2-(3-chlorophenyl)-N-(4-(((6-cyclopropyl-8-((1S,5R)-2-oxo-3-azabicyclo[3.1.0]hexan-3-yl)imidazo[1,2-a]pyridin-2-yl)methyl)amino)pyridin-2-yl)cyclopropane-1-carboxamide ClC=1C=C(C=CC1)[C@@H]1[C@H](C1)C(=O)NC1=NC=CC(=C1)NCC=1N=C2N(C=C(C=C2N2C([C@H]3C[C@H]3C2)=O)C2CC2)C1